C(C)(=O)N[C@@H]1[C@@H]2[C@H]([C@H](OC1)C(=O)NC1=C(C=CC(=C1)Br)N)OC(O2)(C)C (3aR,4S,7S,7aR)-7-acetamido-N-(2-amino-5-bromophenyl)-2,2-dimethyltetrahydro-4H-[1,3]dioxolo[4,5-c]pyran-4-carboxamide